C1C=CON1Br bromodihydroisoxazole